CC=1N=C(C2=C(N1)SC=C2C2=CC=CC=C2)C=2CCN(CC2)CC=2C=C1CN(C(C1=CC2)=O)N2C(NC(CC2)=O)=O 1-(5-((4-(2-methyl-5-phenylthieno[2,3-d]pyrimidin-4-yl)-3,6-dihydropyridin-1(2H)-yl)methyl)-1-oxoisoindolin-2-yl)dihydropyrimidine-2,4(1H,3H)-dione